OC1=C(C(=O)OCCC(C)C)C=CC=C1 3-methylbutyl 2-hydroxybenzoate